CC1=NOC(=C1C1=CC2=C(NC=N2)C=C1)C 5-(3,5-Dimethyl-isoxazol-4-yl)-1H-benzimidazol